ethyl 2-(2-((7-(3-(((tert-butoxycarbonyl)amino)methyl)phenyl)benzofuran-5-yl)methoxy)-4-(pyridin-4-yl)phenyl)acetate C(C)(C)(C)OC(=O)NCC=1C=C(C=CC1)C1=CC(=CC=2C=COC21)COC2=C(C=CC(=C2)C2=CC=NC=C2)CC(=O)OCC